ClC1=CC=2N(C=C1)N=CC2C2=NC(=CC=C2F)N2C[C@@H](N[C@@H](C2)C)C 5-chloro-3-[6-[(3S,5R)-3,5-dimethylpiperazin-1-yl]-3-fluoro-2-pyridyl]pyrazolo[1,5-a]pyridine